NC1=CC=C(C(=N1)C1=CC(=C(C(=O)NC=2C(=NNC2Cl)C)C=C1F)O[C@H](C(F)(F)F)C)Cl (S)-4-(6-Amino-3-chloropyridin-2-yl)-N-(5-chloro-3-methyl-1H-pyrazol-4-yl)-5-fluoro-2-((1,1,1-trifluoropropan-2-yl)oxy)benzamide